2-bromo-N-[1-(2,3-difluorophenyl)-1H-pyrazol-3-yl]benzamide BrC1=C(C(=O)NC2=NN(C=C2)C2=C(C(=CC=C2)F)F)C=CC=C1